(R)-5-(2-(((4,4-difluorocyclohexyl)methyl)amino)-7H-pyrrolo[2,3-d]pyrimidin-5-yl)-N-(1,1,1-trifluoropropan-2-yl)pyrazolo[1,5-a]pyridine-3-carboxamide FC1(CCC(CC1)CNC=1N=CC2=C(N1)NC=C2C2=CC=1N(C=C2)N=CC1C(=O)N[C@@H](C(F)(F)F)C)F